1,4-bis[4-fluoro-3,5-bis(trifluoromethyl)phenyl]butane-1,4-dione FC1=C(C=C(C=C1C(F)(F)F)C(CCC(=O)C1=CC(=C(C(=C1)C(F)(F)F)F)C(F)(F)F)=O)C(F)(F)F